3-cyclopropyl-N-(1,3-diazinan-2-ylidene)-4-({3-[(pentan-3-yl)carbamoyl]phenyl}amino)benzamide C1(CC1)C=1C=C(C(=O)N=C2NCCCN2)C=CC1NC1=CC(=CC=C1)C(NC(CC)CC)=O